2-amino-1-{2-[6-amino-5-(trifluoromethyl)pyridin-3-yl]-6,7-dihydrospiro[pyrazolo[5,1-c][1,4]oxazine-4,3'-pyrrolidin]-1'-yl}ethan-1-one NCC(=O)N1CC2(CC1)OCCN1C2=CC(=N1)C=1C=NC(=C(C1)C(F)(F)F)N